N-methyl-1-(propane-2-sulfonyl)piperidine-4-carboxamide CNC(=O)C1CCN(CC1)S(=O)(=O)C(C)C